NC=1C=NC2=CC(=CC=C2C1O)Br 3-amino-7-bromo-4-hydroxyquinoline